FC1=C(C=CC=C1)C1=NN(C=C1C1=NC=NC2=CC(=C(C=C12)NC(=O)[C@@]12COC[C@H]2C1)OC)C (1S,5S)-N-(4-(3-(2-fluorophenyl)-1-methyl-1H-pyrazol-4-yl)-7-methoxyquinazolin-6-yl)-3-oxabicyclo[3.1.0]hexane-1-carboxamide